(S)-4-(6-amino-5-fluoropyrazin-2-yl)-N-(5-chloro-3-methyl-1H-pyrazol-4-yl)-5-fluoro-2-((1,1,1-trifluoropropan-2-yl)oxy)benzamide NC1=C(N=CC(=N1)C1=CC(=C(C(=O)NC=2C(=NNC2Cl)C)C=C1F)O[C@H](C(F)(F)F)C)F